C1(CC1)C1=CC=C(C(=O)NNC(=S)CC(=O)N)C=C1 (2-(4-cyclopropylbenzoyl)hydrazine-1-thiocarbonyl)acetamide